BrC1=C(C=C(C=C1)C(F)(F)F)C1(CC1)O 1-(2-bromo-5-(trifluoromethyl)phenyl)cyclopropan-1-ol